C(CCCCCCCCCCCCCCC)(=O)OCCCCCCCCCCCCCCCCCCCCCCCCCC hexacosyl palmitate